[2-(2,7-dimethoxy-9H-carbazol-9-yl)ethyl]phosphoric acid COC1=CC=2N(C3=CC(=CC=C3C2C=C1)OC)CCOP(O)(O)=O